ClC=1C=C2C(=C(N(C2=CC1)C(C1=CC=CC=C1)C1=CC=CC=C1)C)CCOC1=CC=C(C(=O)O)C=C1 4-[2-[5-chloro-1-(benzhydryl)-2-methyl-1H-indol-3-yl]-ethoxy]benzoic acid